COC(CCC(=O)NC1=C(SC=C1C)C(=O)OC)=O Methyl 3-(4-methoxy-4-oxobutanamido)-4-methylthiophene-2-carboxylate